The molecule is a glycophytoceramide having an alpha-D-galactopyranosyl residue at the O-1 position and an 11-phenylundecanoyl group attached to the nitrogen. It derives from an alpha-D-galactose. CCCCCCCCCCCCCC[C@H]([C@H]([C@H](CO[C@@H]1[C@@H]([C@H]([C@H]([C@H](O1)CO)O)O)O)NC(=O)CCCCCCCCCCC2=CC=CC=C2)O)O